CC1=CC(=CC(=N1)NC1=NC(=NN1COCC[Si](C)(C)C)C=C)C(F)(F)F 6-methyl-4-(trifluoromethyl)-N-(1-((2-(trimethylsilyl)ethoxy)methyl)-3-vinyl-1H-1,2,4-triazol-5-yl)pyridin-2-amine